ethyl 2-(2-((3'-amino-1-isopropyl-1H,1'H-[5,5'-biindazol]-3-yl)methoxy)phenyl)acetate NC1=NNC2=CC=C(C=C12)C=1C=C2C(=NN(C2=CC1)C(C)C)COC1=C(C=CC=C1)CC(=O)OCC